N-Ethyl-5-fluoro-N-isopropyl-2-((4-((1-((trans-4-(methylsulfonamido)cyclohexyl)methyl)piperidin-4-yl)amino)pyrimidin-5-yl)oxy)benzamide C(C)N(C(C1=C(C=CC(=C1)F)OC=1C(=NC=NC1)NC1CCN(CC1)C[C@@H]1CC[C@H](CC1)NS(=O)(=O)C)=O)C(C)C